FC1CC(N(C1)C(=O)C12CC(C1)(C2)COC2=NC=C(C#N)C=C2)C2=CC(=CC=C2)F 6-((3-(4-fluoro-2-(3-fluoro-phenyl)pyrrolidine-1-carbonyl)bicyclo[1.1.1]pentan-1-yl)methoxy)nicotinonitrile